6-amino-N-methoxy-N,2-dimethyl-2-phenylbenzo[d][1,3]dioxolane-5-carboxamide NC=1C(=CC2=C(OC(O2)(C2=CC=CC=C2)C)C1)C(=O)N(C)OC